(2S)-2-(4-bromo-2-propionylphenoxy)propionic acid BrC1=CC(=C(O[C@H](C(=O)O)C)C=C1)C(CC)=O